C(C)(C)(C)N1CCC(CC1)CCN(CCCCCCCCC)CCCOC(CC(CCC)C)=O tert-Butyl-4-(2-((3-((3-methylhexanoyl)oxy)propyl)(nonyl)amino)ethyl)piperidine